[Mn](=O)(=O)([O-])[O-].[Nb+5].[Pb+2] lead niobium manganate